2-methoxy-3'-nitro-[1,1'-biphenyl]-4-ol COC1=C(C=CC(=C1)O)C1=CC(=CC=C1)[N+](=O)[O-]